COC1=C(OC2=CC=C(C=NS(=O)(=O)C3=CC=C(C=C3)C)C=C2)C=CC=C1 N-(4-(2-methoxyphenoxy)benzylidene)-4-methylbenzenesulfonamide